4-[2-(4-amino-piperidin-1-yl)-1-methyl-5-(6-methylpyridin-3-yl)-6-oxo-1,6-dihydro-pyrimidin-4-yl]-benzonitrile NC1CCN(CC1)C=1N(C(C(=C(N1)C1=CC=C(C#N)C=C1)C=1C=NC(=CC1)C)=O)C